BrC1=CC=C2C(=CN(C2=C1)CC(C)(C)C)C(C(F)F)=N[S@@](=O)C(C)(C)C (S)-N-(1-(6-bromo-1-neopentyl-1H-indol-3-yl)-2,2-difluoroethylidene)-2-methylpropane-2-sulfinamide